C(C1=CC=CC=C1)OC1=NC(=NC=C1Br)Cl 4-(Benzyloxy)-5-bromo-2-chloropyrimidine